BrC=1C=C(C(=NC1)OCCCN1CCC(CC1)F)N 5-bromo-2-(3-(4-fluoropiperidin-1-yl)propoxy)pyridin-3-amine